COC1=NSC(=N1)C1N(C2(C1)CN(CCC2)C=2C1=C(N=CN2)NC=C1)C(=O)N (3-methoxy-1,2,4-thiadiazol-5-yl)-6-(7H-pyrrolo[2,3-d]pyrimidin-4-yl)-1,6-diazaspiro[3.5]nonane-1-carboxamide